methylene(methylene) diazide C(CN=[N+]=[N-])N=[N+]=[N-]